2,5-dimethyl-4,5-dihydro-[1,2,4]triazolo[1,5-a]quinoxalin-4,4-d2-6-amine CC1=NN2C(C(N(C=3C(=CC=CC23)N)C)([2H])[2H])=N1